CN1CCN(CC1)C1=CC=C(C=N1)NC1=NC=CC(=N1)C1=CN=C2N1C=C(C=C2)C(F)(F)F N-(6-(4-methylpiperazin-1-yl)pyridin-3-yl)-4-(6-(trifluoromethyl)imidazo[1,2-a]pyridin-3-yl)pyrimidin-2-amine